sodium ((((4S,5S)-5-(2-chlorophenyl)-2,2-dimethyl-1,3-dioxolan-4-yl)methoxy)sulfonyl)amide ClC1=C(C=CC=C1)[C@H]1[C@@H](OC(O1)(C)C)COS(=O)(=O)[NH-].[Na+]